[N+](=O)([O-])C1=C(CO)C=CC=C1 (2-nitrobenzyl)alcohol